3,5-difluoro-4-(7-methyl-3-(morpholin-2-ylmethyl)imidazo[1,2-a]pyridin-2-yl)benzonitrile FC=1C=C(C#N)C=C(C1C=1N=C2N(C=CC(=C2)C)C1CC1CNCCO1)F